4-cyclohexyl-N-(2-(2,6-dioxopiperidin-3-yl)-1,3-dioxoisoindolin-5-yl)benzenesulfonamide C1(CCCCC1)C1=CC=C(C=C1)S(=O)(=O)NC=1C=C2C(N(C(C2=CC1)=O)C1C(NC(CC1)=O)=O)=O